N1(CCOCC1)C1=NC2=CC=CC=C2C(=N1)N1N=C(N=C1N)NC1=CC=C(C=C1)OCCN1CCCC1 1-(2-morpholinylquinazolin-4-yl)-N3-(4-(2-(pyrrolidin-1-yl)ethoxy)phenyl)-1H-1,2,4-triazole-3,5-diamine